(1R)-1-[[2-chloro-9-[(2R,3R,4S)-3,4-dihydroxytetrahydrothiophen-2-yl]purin-6-yl]amino]indane-5-carbonitrile ClC1=NC(=C2N=CN(C2=N1)[C@@H]1SC[C@H]([C@H]1O)O)N[C@@H]1CCC2=CC(=CC=C12)C#N